(E)-1-(1-benzyl-1,2,3,6-tetrahydropyridin-4-yl)-3-(4-chlorophenyl)-2-phenylprop-2-en-1-ol C(C1=CC=CC=C1)N1CCC(=CC1)C(\C(=C\C1=CC=C(C=C1)Cl)\C1=CC=CC=C1)O